1-(1-adamantyl)ethane-1,2-diol C12(CC3CC(CC(C1)C3)C2)C(CO)O